NC1=CC2=C(N(C(O2)=O)C2CC(C2)(C)O)C(=C1)C(F)(F)F 6-amino-3-[(cis)-3-hydroxy-3-methylcyclobutyl]-4-(trifluoromethyl)-1,3-benzoxazol-2(3H)-one